BrC=1C=NC2=CC(=CC=C2C1)C(=O)NC1=CC(=NN1C)C(F)(F)F 3-Bromo-N-[1-methyl-3-(trifluoromethyl)-1H-pyrazol-5-yl]quinoline-7-carboxamide